N1C=C(C2=CC=CC=C12)CCC (2R)-1-(1H-indol-3-yl)propan